N2-(2-fluoro-5-(piperazin-1-ylmethyl)phenyl)-N4-(8-methylcinnolin-4-yl)pyrimidine-2,4-diamine FC1=C(C=C(C=C1)CN1CCNCC1)NC1=NC=CC(=N1)NC1=CN=NC2=C(C=CC=C12)C